F[C@@H]1[C@@H](CNC1)O (3R,4S)-4-fluoropyrrolidin-3-ol